C1(CC1)C=1NC2=CC=C(C=C2C1C=O)C(F)(F)F 2-CYCLOPROPYL-5-(TRIFLUOROMETHYL)-1H-INDOLE-3-CARBOXALDEHYDE